Bromo-4,5-dihydrocyclopenta[d]thiazol-6-one BrC=1SC2=C(N1)CCC2=O